FC(C=1C(=C(C=CC1)[C@@H](C)NC=1C=2C(N=C(N1)C)=C(C(N(C2)C2(CC2)CF)=O)NCC2(COC2)C)F)F (R)-4-((1-(3-(difluoromethyl)-2-fluorophenyl)ethyl)amino)-6-(1-(fluoromethyl)cyclopropyl)-2-Methyl-8-(((3-methyloxetan-3-yl)methyl)amino)pyrido[4,3-d]pyrimidin-7(6H)-one